C(C)(C)(C)NC(\C=C\C=1C(=CC2=C(NC(=N2)C2=CC(=C(C(=C2)OC)OC)OC)C1)N1CCOCC1)=O (E)-N-(tert-butyl)-3-(5-morpholinyl-2-(3,4,5-trimethoxyphenyl)-1H-benzo[d]imidazol-6-yl)acrylamide